FC1(OC2=C(O1)C=CC(=C2)C2(CC2)C(=O)NC2=CC=C(C(=N2)C=2C=C(C(=O)O)C=CC2)C)F 3-{6-[1-(2,2-difluoro-2H-1,3-benzodioxol-5-yl)cyclopropaneamido]-3-methylpyridin-2-yl}benzoic acid